ethyl (2R)-4-[6-[5-(5-chloro-2-fluoro-phenyl)-1H-imidazol-4-yl]-1,5-naphthyridin-3-yl]piperazine-2-carboxylate ClC=1C=CC(=C(C1)C1=C(N=CN1)C=1N=C2C=C(C=NC2=CC1)N1C[C@@H](NCC1)C(=O)OCC)F